4-dodecylbenzenesulfonic acid C(CCCCCCCCCCC)C1=CC=C(C=C1)S(=O)(=O)O